N-(3-sulfamylphenyl)-2-(4-(trifluoromethoxy)phenoxy)-4-(trifluoromethyl)benzamide S(N)(=O)(=O)C=1C=C(C=CC1)NC(C1=C(C=C(C=C1)C(F)(F)F)OC1=CC=C(C=C1)OC(F)(F)F)=O